5-chloro-2-methylaniline sulfate S(=O)(=O)(O)O.ClC=1C=CC(=C(N)C1)C